OC1CN(CC1)C1=CC=CC(=N1)C=1C=CC2=C(C(NC3=C(O2)C=CC(=C3)OC(F)(F)F)=O)C1 2-(6-(3-hydroxypyrrolidin-1-yl)pyridin-2-yl)-8-(trifluoromethoxy)dibenzo[b,f][1,4]oxazepin-11(10H)-one